NC1CCNCC1 4-aminopiperidin